FC=1C=C(C=C(C1)F)N1C(O[C@](C1)(C)C(=O)N[C@H]1CC=C(C1)C(=O)OC)=O methyl (4S)-4-[[[(5S)-3-(3,5-difluorophenyl)-5-methyl-2-oxo-5-oxazolidinyl]carbonyl]amino]-1-cyclopentene-1-carboxylate